ClCC1(COC1)C#N 3-(chloromethyl)oxetane-3-carbonitrile